1-[3-fluoro-4-(4-{2-[3-(trifluoromethoxy)phenyl]acetamido}-1H-1,2,3-triazol-1-yl)butyl]-N-{[6-(trifluoromethyl)pyridin-2-yl]methyl}-1H-1,2,3-triazole-4-carboxamide FC(CCN1N=NC(=C1)C(=O)NCC1=NC(=CC=C1)C(F)(F)F)CN1N=NC(=C1)NC(CC1=CC(=CC=C1)OC(F)(F)F)=O